COC1=NC(=C2NC=NC2=N1)OC 2,6-dimethoxypurine